BrC=1C=C2C=C(C(=NC2=CC1)OC)C(C(CCN(C)C)(O)C1=CC=CC2=CC=CC=C12)C1=CC=CC=C1 1-(6-bromo-2-methoxyquinolin-3-yl)-4-(dimethylamino)-2-(1-naphthyl)-1-phenyl-butan-2-ol